dichloro-diphenyl-phosphine ClC=1C(=C(C=CC1)PC1=CC=CC=C1)Cl